(R)-N-(5-(5-(methoxymethyl)-1,2,4-oxadiazol-3-yl)-2,3-dihydro-1H-inden-1-yl)-4-methyl-1,2,5-oxadiazole-3-carboxamide COCC1=NC(=NO1)C=1C=C2CC[C@H](C2=CC1)NC(=O)C1=NON=C1C